NC(C(=O)O)CNC(=O)C1=CC2=NC=CC(=C2S1)CC 2-amino-3-(7-ethylthieno[3,2-b]pyridine-2-carboxamido)propanoic acid